FC1=CC=C(C=C1)\N=C\1/S\C(\C(N1C1CCCCC1)=O)=C/C1=CC2=C(OCCO2)C=C1 (2Z,5Z)-2-(4-fluorophenylimino)-3-cyclohexyl-5-((2,3-dihydrobenzo[b][1,4]dioxin-6-yl)methylene)thiazolidin-4-one